N-(3-(difluoromethyl)-1-((1R,4R)-4-(2-oxoethyl)cyclohexyl)-1H-pyrazol-4-yl)-5-morpholinopyrazolo[1,5-a]pyrimidine FC(C1=NN(C=C1N1CC=C2N1C=CC(=N2)N2CCOCC2)C2CCC(CC2)CC=O)F